CC1=C(C(=C2C=NN(C2=C1)C1OCCCC1)B1OC(C(O1)(C)C)(C)C)CCCCC(=O)OCC Ethyl 5-(6-methyl-1-(tetrahydro-2H-pyran-2-yl)-4-(4,4,5,5-tetramethyl-1,3,2-dioxaborolan-2-yl)-1H-indazol-5-yl)pentanoate